5-[4-amino-5-(trifluoromethyl)pyrrolo[2,1-f][1,2,4]triazin-7-yl]-N-[(3R,4S)-4-fluoro-1-(1-hydroxycyclobutanecarbonyl)pyrrolidin-3-yl]-2-methoxy-pyridine-3-carboxamide NC1=NC=NN2C1=C(C=C2C=2C=C(C(=NC2)OC)C(=O)N[C@@H]2CN(C[C@@H]2F)C(=O)C2(CCC2)O)C(F)(F)F